O-methyl guanosine-3'-phosphate P(=O)(O)(O)O[C@H]1[C@H]([C@@H](O[C@@H]1CO)N1C=NC=2C(=O)NC(N)=NC12)OC